FC(C(C(C(C(C(C(C(C(F)(F)F)(F)F)(F)F)(F)F)(F)F)(F)F)(F)F)(F)F)(S(=O)(=O)O)F Perfluorononanesulfonic acid